CC1CC2C(N1CC1=CC=C(C=C1)OC)=COC2 methyl-1-(4-methoxybenzyl)tetrahydro-1H-furo[3,4-b]pyrrole